C1(CC1)[C@@H](CC=C)NC1=NC(=NC2=C(C=CC=C12)C=1CCNCC1)NC1=CC(=CC(=C1)F)F (R)-N4-(1-cyclopropylbut-3-en-1-yl)-N2-(3,5-difluorophenyl)-8-(1,2,3,6-tetrahydropyridin-4-yl)quinazoline-2,4-diamine